1-(benzotriazol-1-yl)-4,4,4-trifluoro-butan-1-one N1(N=NC2=C1C=CC=C2)C(CCC(F)(F)F)=O